1-(4-(3,3-dimethylureido)-3-fluorophenyl)-7-methoxy-[1,2,4]triazolo[4,3-a]quinoxaline-8-carboxamide CN(C(NC1=C(C=C(C=C1)C1=NN=C2N1C1=CC(=C(C=C1N=C2)OC)C(=O)N)F)=O)C